1-[5-tert-butyl-2-p-tolyl-2H-pyrazol-3-yl]-3-[4-(morpholin-4-yl-acetamido)naphthalen-1-yl]-urea C(C)(C)(C)C=1C=C(N(N1)C1=CC=C(C=C1)C)NC(=O)NC1=CC=C(C2=CC=CC=C12)NC(CN1CCOCC1)=O